[Al].[Mn] manganese aluminide